2-((3,5-dicyano-6-(4-(2,3-dihydroxypropyl)-1,4-diazepan-1-yl)-4-ethylpyridin-2-yl)thio)-2-phenylacetamide C(#N)C=1C(=NC(=C(C1CC)C#N)N1CCN(CCC1)CC(CO)O)SC(C(=O)N)C1=CC=CC=C1